N-(2-cyano-6-(4-isopropylpiperazin-1-yl)phenyl)-8-(cyclopropanecarbonyl)-2,8-diazaspiro[4.5]decane-2-carboxamide C(#N)C1=C(C(=CC=C1)N1CCN(CC1)C(C)C)NC(=O)N1CC2(CC1)CCN(CC2)C(=O)C2CC2